(R)-N-(1-(3-amino-5-(trifluoromethyl)phenyl)ethyl)-7-methoxy-2-methyl-6-(1-methyl-1H-pyrazol-4-yl)pyrido[2,3-d]pyrimidin-4-amine NC=1C=C(C=C(C1)C(F)(F)F)[C@@H](C)NC=1C2=C(N=C(N1)C)N=C(C(=C2)C=2C=NN(C2)C)OC